4-(4,4,5,5-tetramethyl-1,3,2-dioxaborolan-2-yl)-1-trityl-pyrazole CC1(OB(OC1(C)C)C=1C=NN(C1)C(C1=CC=CC=C1)(C1=CC=CC=C1)C1=CC=CC=C1)C